1-ethyl-trimethyl-imidazole bromide [Br-].C(C)N1C(=NC(=C1C)C)C